2-(5-methoxy-2-methyl-1H-indol-3-yl)-2-oxoacetyl chloride COC=1C=C2C(=C(NC2=CC1)C)C(C(=O)Cl)=O